[Cl-].C(C)[N+](CC)(CC)CC tetraethylammonium chloride salt